C(C)(C)(C)OC(=O)N1[C@@H]([C@@H]2C[C@@H]2C1)CCC (1R,2R,5S)-2-(3-propyl)-3-azabicyclo[3.1.0]hexane-3-carboxylic acid tert-butyl ester